5-methoxy-6-(1-methyl-1H-benzo[d]imidazol-4-yl)-3-((6'-(2,2,2-trifluoroethyl)-2,3,5,6,6',7'-hexahydrospiro[pyran-4,5'-pyrrolo[3,4-b]pyridin]-2'-yl)amino)picolinamide COC=1C=C(C(=NC1C1=CC=CC=2N(C=NC21)C)C(=O)N)NC2=CC=C1C(=N2)CN(C12CCOCC2)CC(F)(F)F